CN(C)CC=1C=CC(=C(C1)C1=NC=2C=CNC(C2C(=C1)NC1=NC=C(C=C1)N1CCC(CC1)O)=O)F 2-[5-[(dimethyl-amino)methyl]-2-fluoro-phenyl]-4-[[5-(4-hydroxy-1-piperidyl)-2-pyridyl]amino]-6H-1,6-naphthyridin-5-one